C(CCCCCCCC(=O)OCCCCCC(C)C)(=O)OCCCCCC(C)C diisooctyl nonanedioate